[Cl-].NS(=O)(=N)N(C=1C=NN(C1)C)[N+]1(CCCCC1)C [(S-Aminosulfonimidoyl)(1-methyl-1H-pyrazol-4-yl)amino]-1-methylpiperidin-1-ium chloride